Methyl-4-methyl-5-oxopyrrolidine-2-carboxamide CN1C(CC(C1=O)C)C(=O)N